ClC1=NC2=CC(=CC=C2C(N1COCC[Si](C)(C)C)=O)[N+](=O)[O-] 2-chloro-7-nitro-3-((2-(trimethylsilyl)ethoxy)methyl)quinazolin-4(3H)-one